1-(1-(5-cyclopropylpyrazin-2-yl)ethyl)-4-(propan-1-yn-1-yl)-1H-indazole-7-carboxylic acid C1(CC1)C=1N=CC(=NC1)C(C)N1N=CC2=C(C=CC(=C12)C(=O)O)C#CC